6-(4-Chloro-2-(4-methyl-4H-1,2,4-triazol-3-yl)phenyl)-2-(4-(((cyclopropyl-methyl)amino)methyl)-6-(trifluoromethyl)pyridin-2-yl)isoindolin-1-one ClC1=CC(=C(C=C1)C1=CC=C2CN(C(C2=C1)=O)C1=NC(=CC(=C1)CNCC1CC1)C(F)(F)F)C1=NN=CN1C